C(CCC)C(CCCC)C(CCCC)CCC 5-butyl-6-propyldecane